6-(1-methyl-1H-pyrazol-4-yl)-3H-imidazo[4,5-b]pyridin CN1N=CC(=C1)C=1C=C2C(=NC1)NC=N2